FC1(CN(CC1(C)C)C=1C=2C(N=CC1)=NN(C2)C=2C(NC(NC2)=O)=O)F 5-[4-(3,3-difluoro-4,4-dimethyl-pyrrolidin-1-yl)pyrazolo[3,4-b]pyridine-2-yl]-1H-pyrimidine-2,4-dione